1,3-Bis(mercaptopropylthio)propan SCCCSCCCSCCCS